5-(3-fluoro-5-methylphenyl)pyridin FC=1C=C(C=C(C1)C)C=1C=CC=NC1